C1(CC1)C1=NC(=CC(=C1)C1=C(C=C(C#N)C=C1)C1=NN=CN1C)N1C(C2=CC(=CC=C2C1)CNC1(CC1)COC)=O 4-{2-Cyclopropyl-6-[6-({[1-(methoxymethyl)cyclopropyl]amino}methyl)-1-oxo-3H-isoindol-2-yl]pyridin-4-yl}-3-(4-methyl-1,2,4-triazol-3-yl)benzonitrile